2-(3,4,5-trimethylphenyl)acetic acid CC=1C=C(C=C(C1C)C)CC(=O)O